[Si](C)(C)(C(C)(C)C)OC=1C=C(C=CC1F)N1N=CC2=CC(=CC=C12)C1=C(C#N)C=CC=C1 2-(1-(3-((tert-butyldimethylsilyl)oxy)-4-fluorophenyl)-1H-indazol-5-yl)benzonitrile